5-iodo-1,1,1-trifluoropentane ICCCCC(F)(F)F